[CH-]1C=C(C=C1)CCC(=O)C(C[C@H](N)C(=O)[O-])C(=O)[O-].[CH-]1C=CC=C1.[Fe+2] gamma-3-ferrocenepropionyl-L-glutamate